CN(CCSSCCCC(=O)NCC1=CC=C(C=C1)OC(F)(F)F)C 4-{[2-(dimethylamino)ethyl]disulfanyl}-N-{[4-(trifluoromethoxy)phenyl]methyl}butanamide